CC1=C2NC=NC2=NC=N1 D-6-Methylpurine